3-(3-(4-chloro-3-(2,4-dioxotetrahydropyrimidin-1(2H)-yl)benzoyl)-3-azaspiro[5.5]undec-9-yl)propanal ClC1=C(C=C(C(=O)N2CCC3(CC2)CCC(CC3)CCC=O)C=C1)N1C(NC(CC1)=O)=O